4-[(4-tert-butoxy-2-{4-[5-chloro-2-(1,3-oxazol-5-yl)phenyl]-5-methoxy-2-oxopyridin-1(2H)-yl}butanoyl)amino]benzoic acid C(C)(C)(C)OCCC(C(=O)NC1=CC=C(C(=O)O)C=C1)N1C(C=C(C(=C1)OC)C1=C(C=CC(=C1)Cl)C1=CN=CO1)=O